C(OC1=C(C=2C=CN(C2C(=C1)C)S(=O)(=O)C1=CC=C(C)C=C1)C=O)([2H])([2H])[2H] 5-(methoxy-d3)-7-methyl-1-tosyl-1H-indole-4-carbaldehyde